Bis(2-ethylhexyl)[(4-methyl-1H-1,2,3-benzotriazol-1-yl)methyl]amin C(C)C(CN(CN1N=NC2=C1C=CC=C2C)CC(CCCC)CC)CCCC